4-[(3aR,9bR)-9b-(4-fluorobenzenesulfonyl)-7-[(2-methylphenyl)methyl]-1H,2H,3H,3aH,4H,5H,9bH-benzo[e]indole-3-carbonyl]-1λ6-thiane-1,1-dione FC1=CC=C(C=C1)S(=O)(=O)[C@]12CCN([C@@H]2CCC2=C1C=CC(=C2)CC2=C(C=CC=C2)C)C(=O)C2CCS(CC2)(=O)=O